C(#CCCCC)C1=CC=C(C=O)C=C1 4-(1-Hexyn-1-yl)benzaldehyde